Cl.OC1=C(C=C(C=C1)C1=CN=C(S1)C(=O)C1CCNCC1)OC (5-(4-hydroxy-3-methoxyphenyl)thiazol-2-yl)(piperidin-4-yl)methanone hydrochloride